methyl 7-[5-chloranyl-2-[2-[2-methyl-6-(methylamino)-4-oxidanylidene-5,6,7,8-tetrahydroquinazolin-3-yl]ethoxy]phenyl]-5-methyl-thieno[3,2-b]pyridine-3-carboxylate ClC=1C=CC(=C(C1)C1=C2C(=NC(=C1)C)C(=CS2)C(=O)OC)OCCN2C(=NC=1CCC(CC1C2=O)NC)C